sodium 7-[[(11S)-3-chloro-6-methyl-5,5-dioxo-11H-benzo[c][1,2]benzothiazepin-11-yl]amino]heptanoate ClC1=CC2=C([C@H](C3=C(N(S2(=O)=O)C)C=CC=C3)NCCCCCCC(=O)[O-])C=C1.[Na+]